2-((4-((R)-2-(5-chloro-3-methoxypyridin-2-yl)-2H-chromen-8-yl)piperidin-1-yl)methyl)-3-(((S)-oxetan-2-yl)methyl)-3H-imidazo[4,5-b]pyridine-5-carboxylic acid ClC=1C=C(C(=NC1)[C@@H]1OC2=C(C=CC=C2C=C1)C1CCN(CC1)CC1=NC=2C(=NC(=CC2)C(=O)O)N1C[C@H]1OCC1)OC